C(N)(=O)COC1=C(CN[C@@H](CO)C(=O)O)C=C(C(=C1)OCC1=C(C(=CC=C1)C1=CC=CC=C1)Br)Cl (S)-N-[2-(carbamoylmethoxy)-4-(2-bromo-3-phenylbenzyloxy)-5-chlorobenzyl]serine